NC(CC[C@@H](C=1OC(=NN1)C1(CC1)N)NC(N[C@H](C(=O)O)[C@H](C)O)=O)=O (2S,3S)-2-(3-((S)-4-amino-1-(5-(1-aminocyclopropyl)-1,3,4-oxadiazol-2-yl)-4-oxobutyl)ureido)-3-hydroxybutyric acid